CC1=C(C=C2C(=NNC2=C1)C=1C=NN(C1)C)C1C[C@@H]2[C@@H](CN(C2)C2COCCC2)C1 6-methyl-3-(1-methyl-1H-pyrazol-4-yl)-5-((3aR,5r,6aS)-2-(tetrahydro-2H-pyran-3-yl)octahydrocyclopenta[c]pyrrol-5-yl)-1H-indazole